CN1CCN(CC1)CCC(=O)N1CCN(C2=CC=CC=C12)CC=1C=NC=CC1 3-(4-methylpiperazin-1-yl)-1-(4-(pyridin-3-ylmethyl)-3,4-dihydroquinoxaline-1(2H)-yl)propan-1-one